1-benzyl 2-(2,2,2-trifluoro-1-(4-(trifluoromethyl)phenyl)ethyl) (2S)-pyrrolidine-1,2-dicarboxylate N1([C@@H](CCC1)C(=O)OC(C(F)(F)F)C1=CC=C(C=C1)C(F)(F)F)C(=O)OCC1=CC=CC=C1